5-hexyl-acenaphthene C(CCCCC)C1=CC=C2CCC=3C=CC=C1C32